COC[C@@H]1N(C[C@H](N(C1)C(=O)OC(C)(C)C)C)C(=O)OCC1=CC=CC=C1 1-Benzyl 4-(tert-butyl) (2R,5R)-2-(methoxymethyl)-5-methylpiperazine-1,4-dicarboxylate